3-(4-fluorophenyl)-7-piperazin-1-yl-isothiazolo[4,5-d]pyrimidine FC1=CC=C(C=C1)C1=NSC2=C1N=CN=C2N2CCNCC2